aminopropyl-dimethyl-bis-dodecyloxy-propanaminium bromide [Br-].NCCCCC(C([NH3+])(OCCCCCCCCCCCC)OCCCCCCCCCCCC)(C)C